3-(phenylamino)benzaldehyde C1(=CC=CC=C1)NC=1C=C(C=O)C=CC1